P(=O)([O-])([O-])OCC(=O)[C@@H](O)[C@H](O)[C@H](O)COP(=O)([O-])O.[Na+].[Na+].[Na+] trisodium fructose 1,6-diphosphate